Racemic-2-chloro-4-(1-methoxyethyl)-6-(methylsulfonyl)pyridine methyl-3-(2,3-dichlorophenyl)-4,5-dihydro-1H-benzo[g]indole-2-carboxylate COC(=O)C=1NC=2C3=C(CCC2C1C1=C(C(=CC=C1)Cl)Cl)C=CC=C3.ClC3=NC(=CC(=C3)[C@@H](C)OC)S(=O)(=O)C |r|